2-(3,5-Dichloro-4-((1-oxo-2-(pyridin-2-yl)-1,2,3,4-tetrahydroisoquinolin-6-yl)oxy)phenyl)-3,5-dioxo-2,3,4,5-tetrahydro-1,2,4-triazine-6-carboxylic acid ClC=1C=C(C=C(C1OC=1C=C2CCN(C(C2=CC1)=O)C1=NC=CC=C1)Cl)N1N=C(C(NC1=O)=O)C(=O)O